N-(2-(4-methoxyphenyl)-1,1-dioxido-3,4-dihydro-2H-benzo[b][1,4,5]oxathiazepin-8-yl)-5-methyloxazole-4-carboxamide COC1=CC=C(C=C1)N1S(C2=C(OCC1)C=CC(=C2)NC(=O)C=2N=COC2C)(=O)=O